N-(1-(7-fluoro-3-(3-(hydroxymethyl)-1-methyl-1H-pyrazol-4-yl)-1-oxo-1,2-dihydroisoquinolin-5-yl)ethylidene)-2-methylpropane-2-sulfinamide FC1=CC(=C2C=C(NC(C2=C1)=O)C=1C(=NN(C1)C)CO)C(C)=NS(=O)C(C)(C)C